ClC=1C=C(C=CC1)NC1(CC1)C(=O)N1[C@H]2CC([C@@H]([C@@H]1C(=O)N[C@H](C[C@@H]1C(NCCC1)=O)C#N)CC2)(F)F (1R,3R,4R)-2-(1-((3-chlorophenyl)amino)cyclopropane-1-carbonyl)-N-((R)-1-cyano-2-((R)-2-oxopiperidin-3-yl)ethyl)-5,5-difluoro-2-azabicyclo[2.2.2]octane-3-carboxamide